(isopropylamino)-1-(4-methoxyphenoxy)ethan-1-ol tert-butyl-N-[3,5-dichloro-2-[(2S)-tetrahydropyran-2-yl]thieno[3,2-b]pyridin-7-yl]-N-[(2-fluorophenyl)methyl]carbamate C(C)(C)(C)C(N(C(=O)OC(C)(OC1=CC=C(C=C1)OC)NC(C)C)C1=C2C(=NC(=C1)Cl)C(=C(S2)[C@H]2OCCCC2)Cl)C2=C(C=CC=C2)F